tert-butyl-2-(azetidin-1-yl)quinazoline-6-carbaldehyde C(C)(C)(C)C1=NC(=NC2=CC=C(C=C12)C=O)N1CCC1